tert-butyl (4-((diphenylmethylene)-amino)-pyridin-2-yl)(methyl)carbamate C1(=CC=CC=C1)C(C1=CC=CC=C1)=NC1=CC(=NC=C1)N(C(OC(C)(C)C)=O)C